C1(=CC=CC=C1)C(N)C(=O)O (-)-alpha-phenylglycine